N=1C=CN2C1C=CC(=C2)C(=O)O imidazo[1,2-a]pyridin-6-carboxylic acid